(5z)-1,3,12-dodecenetriol C(=CC(CCCCCCCCCO)O)O